2-(2-oxooxazolidin-3-yl)acetic acid O=C1OCCN1CC(=O)O